1-(5-methyl-2-furyl)-3-buten-2-one CC1=CC=C(O1)CC(C=C)=O